COC(C1=C(C=C(C=C1)I)S(NC(NC1=NC(=NC(=N1)OC)C)=O)(=O)=O)=O 4-iodo-2-[(4-methoxy-6-methyl-1,3,5-triazin-2-yl)carbamoyl-sulfamoyl]benzoic acid methyl ester